ClC1=CC=C2C(=N1)N(C=C2C=2C=C1C=NN(C1=CC2)C(=O)OC(C)(C)C)COCC[Si](C)(C)C tert-butyl 5-(6-chloro-1-[[2-(trimethylsilyl)ethoxy]methyl]pyrrolo[2,3-b]pyridin-3-yl)indazole-1-carboxylate